2-aminoacetamidine NCC(=N)N